BrC1=CC=C(C=C1)C#CC1=C(N)C=CC=C1 2-((4-bromophenyl)ethynyl)aniline